N'-((2,3-dicyclopropyl-6,7-dihydro-5H-cyclopenta[b]pyridin-4-yl)carbamoyl)-1-(difluoromethyl)-1H-pyrazole-3-sulfonimidamide C1(CC1)C1=C(C(=C2C(=N1)CCC2)NC(=O)N=S(=O)(N)C2=NN(C=C2)C(F)F)C2CC2